BrC=1C=C(NC2(CCC3(C(CC4=CC=CC=C34)OCC=C)CC2)C(=O)O)C=CC1 (1s,4s)-4-(3-bromoanilino)-2'-[(prop-2-en-1-yl)oxy]-2',3'-dihydrospiro[cyclohexane-1,1'-indene]-4-carboxylic acid